FC=1C=C(C=C(C1)F)[C@@H]1CC[C@H]2OC3(C(N21)=O)CCN(CC3)C(=O)C3=NC=C(N=C3)C(F)(F)F (5'S,7a'R)-5'-(3,5-Difluorophenyl)-1-(5-(trifluoromethyl)pyrazine-2-carbonyl)tetrahydro-3'H-spiro[piperidine-4,2'-pyrrolo[2,1-b]oxazol]-3'-one